IC1=CC=CCC1I 4,5-diiodocyclohexadiene